2-(3-fluoro-4-(((5-fluoro-6-(3-(4-(trifluoromethyl)phenyl)morpholino)pyrimidin-4-yl)amino)methyl)piperidin-1-yl)acetamide FC1CN(CCC1CNC1=NC=NC(=C1F)N1C(COCC1)C1=CC=C(C=C1)C(F)(F)F)CC(=O)N